FC([C@@H](CN1N=NC(=C1)C(=O)NCC=1SC(=NN1)C1=CC=CC=C1)O)F |r| racemic-1-(3,3-difluoro-2-hydroxypropyl)-N-((5-phenyl-1,3,4-thiadiazol-2-yl)methyl)-1H-1,2,3-triazole-4-carboxamide